FC(OC=1C=C(C=C(C1)C=C)CC#N)(F)F 2-(3-(trifluoromethoxy)-5-vinylphenyl)acetonitrile